NCC1=CC=CC(=N1)N1C[C@H](N([C@@H](C1)C)C(=O)OC(C)(C)C)C tert-butyl (2R,6R)-4-(6-(aminomethyl)pyridin-2-yl)-2,6-dimethylpiperazine-1-carboxylate